2-(4-(tert-butoxycarbonyl)piperazin-1-yl)benzo[d]thiazole-6-carboxamide C(C)(C)(C)OC(=O)N1CCN(CC1)C=1SC2=C(N1)C=CC(=C2)C(=O)N